tert-butyl 1-((3-amino-4-methoxybenzo[d]isoxazol-6-yl) methyl)-1,4,6,7-tetrahydro-5H-pyrazolo[4,3-c]pyridine-5-carboxylate NC1=NOC2=C1C(=CC(=C2)CN2N=CC=1CN(CCC12)C(=O)OC(C)(C)C)OC